N1-(3-(4-(trifluoromethyl)piperidin-1-yl)phenyl)cyclohexane-1,4-diamine FC(C1CCN(CC1)C=1C=C(C=CC1)NC1CCC(CC1)N)(F)F